BrC=1C(OC2=CC(=CC=C2C1)S(=O)(=O)C)(C)C 3-bromo-2,2-dimethyl-7-(methylsulfonyl)-2H-chromene